N-(6-methylpyridin-3-yl)-6-(pyridin-4-ylmethoxy)isoquinolin-1-amine CC1=CC=C(C=N1)NC1=NC=CC2=CC(=CC=C12)OCC1=CC=NC=C1